(S)-3-((7-(cyclopropylsulfonamido)-2-azaspiro[3.5]nonan-2-yl)methyl)pyrrolidine C1(CC1)S(=O)(=O)NC1CCC2(CN(C2)C[C@@H]2CNCC2)CC1